cobalt tin aluminum [Al].[Sn].[Co]